Cl.BrC1=CC=CC(=N1)NC(=O)[C@H]1NCC1 (S)-N-(6-bromopyridin-2-yl)azetidine-2-carboxamide hydrochloride